NC=1SC(=CN1)CN1CCC(CC1)=CC(=O)NC1=CC=CC=C1 2-(1-((2-aminothiazol-5-yl)methyl)piperidin-4-ylidene)-N-phenylacetamide